tert-Butyl (1-(4-((6-morpholino-3-nitropyridin-2-yl)amino)benzyl)piperidin-4-yl)carbamate O1CCN(CC1)C1=CC=C(C(=N1)NC1=CC=C(CN2CCC(CC2)NC(OC(C)(C)C)=O)C=C1)[N+](=O)[O-]